4-[7-cyclopropyl-3-(pyridin-2-yl)-1-{[2-(trimethylsilyl)ethoxy]methyl}-1H-pyrrolo[3,2-b]pyridin-2-yl]pyridin-2-amine C1(CC1)C1=C2C(=NC=C1)C(=C(N2COCC[Si](C)(C)C)C2=CC(=NC=C2)N)C2=NC=CC=C2